NC1=NC=NN2C1=C(C=C2C=2C=CC(=C(C(=O)N[C@@H]1CN(C[C@@H]1F)C(C1=CC=CC=C1)=O)C2)Cl)C(F)(F)F 5-[4-amino-5-(trifluoromethyl)pyrrolo[2,1-f][1,2,4]triazin-7-yl]-N-[(3R,4S)-1-benzoyl-4-fluoropyrrolidin-3-yl]-2-chlorobenzamide